4-amino-1-(2,2,2-trifluoroethyl)-6-(trifluoromethyl)-quinazolin-2-one NC1=NC(N(C2=CC=C(C=C12)C(F)(F)F)CC(F)(F)F)=O